((2R,3S,4R,5S)-3,4,5-trihydroxy-3-(trifluoromethyl)tetrahydrofuran-2-yl)benzoic acid methyl ester COC(C1=C(C=CC=C1)[C@H]1O[C@@H]([C@@H]([C@]1(C(F)(F)F)O)O)O)=O